COC(=O)C1=CC=C(OP(C2=CC=CC=C2)(OC2=CC=C(C=C2)C(=O)OC)=O)C=C1 bis(4-methoxy-carbonylphenoxy)phenylphosphine oxide